1-(6-((3,3-difluoropropyl)amino)pyridin-3-yl)-1H-benzo[d]imidazol-2(3H)-one FC(CCNC1=CC=C(C=N1)N1C(NC2=C1C=CC=C2)=O)F